Cl.ClC=1N=C(C=2CNCCC2C1C#N)NCCOC 3-chloro-1-[(2-methoxyethyl)amino]-5,6,7,8-tetrahydro-2,7-naphthyridine-4-carbonitrile hydrochloride